6-(2,4-difluorophenyl)-2,3-dimethyl-8-(6-((tetrahydrofuran-3-yl)methyl)-3,6-dihydro-2H-pyran-4-yl)-4H-pyrimido[1,6-a]pyrimidin-4-one FC1=C(C=CC(=C1)F)C1=NC(=CC=2N1C(C(=C(N2)C)C)=O)C=2CCOC(C2)CC2COCC2